C([C@@H]1[C@@H]([C@@H]([C@H]([C@@H](O1)O[C@@H]2[C@H](OC([C@@H]([C@H]2O)O)(C3[C@@H]([C@H]([C@H]([C@H](O3)CO)O)O)O)O)CO)O)O)O)O galactosyllactose